ClC1=C(C=C(C(=O)OCC)C=C1)B1OC(C(O1)(C)C)(C)C ethyl 4-chloro-3-(4,4,5,5-tetramethyl-1,3,2-dioxaborolan-2-yl)benzoate